C(C=C)(=O)N1[C@H](CN(C[C@H]1C)C1=NC(N2C3=C(C(=C(C=C13)C(F)(F)F)C1=CC(=C(C=C1)F)Cl)SC[C@H](C2)OCCOC)=O)C (S)-8-((3S,5R)-4-acryloyl-3,5-dimethylpiperazin-1-yl)-11-(3-chloro-4-fluorophenyl)-3-(2-methoxyethoxy)-10-(trifluoromethyl)-3,4-dihydro-2H,6H-[1,4]thiazepino[2,3,4-ij]quinazolin-6-one